NC1=C(C2=C(N(N=C2C(F)(F)F)C2CCCC2)N1C1=C(C(=CC=C1C)OC)C)C(=O)N 5-amino-1-cyclopentyl-6-(3-methoxy-2,6-dimethylphenyl)-3-(trifluoromethyl)-1,6-dihydropyrrolo[2,3-c]pyrazole-4-carboxamide